1-chloro-3-di-n-butylaminopropane CN[C@H](C1=CC(=CC=C1)C(F)(F)F)[C@@H](C2=CC(=CC=C2)C(F)(F)F)NC